6-methylene-1,7-octadiene C=C(CCCC=C)C=C